N-(2-((1r,4r)-4-(hydroxymethyl)cyclohexyl)-6-(2-hydroxypropan-2-yl)-2H-indazol-5-yl)pyrazine-2-carboxamide OCC1CCC(CC1)N1N=C2C=C(C(=CC2=C1)NC(=O)C1=NC=CN=C1)C(C)(C)O